NCCOCCOCCOCCOCCOCCC(=O)N 3-[2-[2-[2-[2-(2-aminoethoxy)ethoxy]ethoxy]ethoxy]ethoxy]propanamide